3-{3-[(1S)-1-amino-2,3-dihydro-1H-inden-5-yl]-7-bromo-5-(pyrazol-1-yl)imidazo[4,5-b]pyridin-2-yl}pyridin-2-amine N[C@H]1CCC2=CC(=CC=C12)N1C(=NC=2C1=NC(=CC2Br)N2N=CC=C2)C=2C(=NC=CC2)N